C(C(C)(C)C)(=O)SC(NC1=C(C=C(C=C1OC)N1C(C=CC1=O)=O)OC)=S (4-(2,5-dioxo-2,5-dihydro-1H-pyrrol-1-yl)-2,6-dimethoxyphenyl)carbamothioic pivalic thioanhydride